(R)-2-(benzofuran-3-yl)-1-((3-methyl-5-nitrophenyl)methylsulfonyl)ethylboronic acid O1C=C(C2=C1C=CC=C2)C[C@H](S(=O)(=O)CC2=CC(=CC(=C2)[N+](=O)[O-])C)B(O)O